NC(C(=O)N)(CCF)COCC1=CC=CC=C1 2-amino-2-((benzyloxy)methyl)-4-fluorobutyramide